4-[4-(1,3-dimethyl-1H-pyrazol-5-yl)-1-methyl-1H-imidazol-2-yl]-1-methyl-1H-pyrazolo[4,3-c]pyridine-6-carboxamide CN1N=C(C=C1C=1N=C(N(C1)C)C1=NC(=CC2=C1C=NN2C)C(=O)N)C